2-(2,6-dioxopiperidin-3-yl)-1-oxo-N-((R)-2,2,2-trifluoro-1-(4-hydroxyphenyl)ethyl)isoindoline-5-carboxamide O=C1NC(CCC1N1C(C2=CC=C(C=C2C1)C(=O)N[C@@H](C(F)(F)F)C1=CC=C(C=C1)O)=O)=O